C1(=CC=C(C=C1)[C@@]1(CC[C@@]2([C@H]3CC[C@@]4([C@H](CC[C@H]4[C@@H]3C(C[C@@H]2C1)(F)F)[C@@H](CCC(=O)O)C)C)C)O)C1=CC=CC=C1 (R)-4-((3S,5S,8R,9S,10S,13R,14S,17R)-3-([1,1'-biphenyl]-4-yl)-7,7-difluoro-3-hydroxy-10,13-dimethylhexadecahydro-1H-cyclopenta[a]phenanthren-17-yl)pentanoic acid